iodonium imidazolide salt [N-]1C=NC=C1.[IH2+]